COC(CC1=CC(=C(C=C1)OCC1=CC=CC=C1)Br)=O 2-(4-(benzyloxy)-3-bromophenyl)acetic acid methyl ester